Lanthanum-calcium [Ca].[La]